CS(=NC(OC(C)(C)C)=O)(C1=C2CCCNC2=CC=C1)=O tert-butyl N-[methyl(oxo)(1,2,3,4-tetrahydroquinolin-5-yl)-λ6-sulfanylidene]carbamate